(4-methyl-2-phenylpiperazin-1-yl)-[2-pyrrolidin-1-yl-4-(4,4,5,5-tetramethyl-1,3,2-dioxaborolan-2-yl)phenyl]Methanone CN1CC(N(CC1)C(=O)C1=C(C=C(C=C1)B1OC(C(O1)(C)C)(C)C)N1CCCC1)C1=CC=CC=C1